C(C)(C)(C)OC(=O)NCCOCCC(=O)O 3-(2-((tert-butoxycarbonyl)amino)-ethoxy)propanoic acid